BrCCCCCCOCCOCC1=C(C=CC=C1Cl)Cl 2-[2-(6-bromo-hexyloxy)-ethoxymethyl]-1,3-dichloro-benzene